benzyl 7-(2-hydroxy-4-oxo-4H-pyrido[1,2-a]pyrimidin-7-yl)-4,7-diazaspiro[2.5]octane-4-carboxylate OC=1N=C2N(C(C1)=O)C=C(C=C2)N2CCN(C1(CC1)C2)C(=O)OCC2=CC=CC=C2